COC1=CC=C(C=C1)C=1N(C2=CC=CC=C2C1C)C (4-methoxyphenyl)-1,3-dimethylindole